tert-Butyl (S)-4-((((9H-fluoren-9-yl)methoxy)carbonyl)amino)-5-(((S)-1-(allyloxy)-3-methyl-1-oxobutan-2-yl)amino)-5-oxopentanoate C1=CC=CC=2C3=CC=CC=C3C(C12)COC(=O)N[C@@H](CCC(=O)OC(C)(C)C)C(=O)N[C@H](C(=O)OCC=C)C(C)C